NC1=C(C(=O)O)C=C(C(=N1)N)Br 2,6-diamino-5-bromonicotinic acid